3-undecene-1-ol C(CC=CCCCCCCC)O